OC(CN(CCCC(=O)OCCN1CCN(CC1)CCSSCCCN(CC(CCCCCC\C=C/CCCCCCCC)O)CC(CCCCCC\C=C/CCCCCCCC)O)CC(CCCCCCCC)O)CCCCCCCC 2-(4-(2-((3-(Bis((Z)-2-hydroxyoctadec-9-en-1-yl)amino) propyl)disulfaneyl)ethyl)piperazin-1-yl)ethyl 4-(bis(2-hydroxydecyl)amino)butanoate